C1(CC1)CN(C(OC(C)(C)C)=O)[C@H]1CN(CCC1)C=1C=NC(=CC1)C(C)C=1C=NN(C1)C1=NC(=CN=C1)N1CCCC1 tert-butyl (cyclopropylmethyl)((3R)-1-(6-(1-(1-(6-(pyrrolidin-1-yl)pyrazin-2-yl)-1H-pyrazol-4-yl)ethyl)pyridin-3-yl)piperidin-3-yl)carbamate